C[C@@]12[C@H](S[P@](O1)(SC1=C(C(=C(C(=C1F)F)F)F)F)=S)C[C@H](CC2)C(=C)C (2R,3aR,5S,7aR)-7a-methyl-2-((perfluorophenyl)thio)-5-(prop-1-en-2-yl)hexahydrobenzo[d][1,3,2]oxathiaphosphole 2-sulfide